5-(cyclopenten-1-yl)quinolin-8-ol C1(=CCCC1)C1=C2C=CC=NC2=C(C=C1)O